(3-((3'-(3-((R)-3-hydroxypyrrolidin-1-yl)propoxy)-2,2'-dimethyl-[1,1'-biphenyl]-3-yl)oxy)propyl)-L-serine O[C@H]1CN(CC1)CCCOC=1C(=C(C=CC1)C1=C(C(=CC=C1)OCCCN[C@@H](CO)C(=O)O)C)C